C(#N)C=1C=C(C=CC1)C1=CC(=NC2=CC=C(C=C12)CCCCCC)N(C(CC(=O)O)C)C 3-{[4-(3-cyanophenyl)-6-hexylquinolin-2-yl](methyl)amino}butanoic acid